FC1=C(C=C(C=C1)OC1=CC(=CC=C1)C(F)(F)F)NC(=O)C1N(C(CC1)=O)C N-(2-Fluoro-5-(3-(trifluoromethyl)phenoxy)phenyl)-1-methyl-5-oxopyrrolidine-2-carboxamide